1,2-bis(2,3-epoxypropoxy)ethane C(C1CO1)OCCOCC1CO1